N1=C(C=CC=C1)C1(CCCCC1)C#N 1-(pyridin-2-yl)Cyclohexanecarbonitrile